ethyl 3-(3-methyl-1-(tetrahydro-2H-pyran-2-yl)-4-(1,2,3,6-tetrahydropyridin-4-yl)-1H-pyrazol-5-yl)propanoate CC1=NN(C(=C1C=1CCNCC1)CCC(=O)OCC)C1OCCCC1